2',3',5'-Tri-O-[tert-butyl-(dimethyl)silyl]-adenosine C(C)(C)(C)[Si](O[C@H]1[C@@H](O[C@@H]([C@H]1O[Si](C)(C)C(C)(C)C)CO[Si](C)(C)C(C)(C)C)N1C=NC=2C(N)=NC=NC12)(C)C